BrC=1C=C(C(=O)O)C=C(C1)C1C(C1)(F)F 3-bromo-5-(2,2-difluorocyclopropyl)benzoic acid